C(C1=CC=CC=C1)N(C(=S)SSCCCCCCSSC(N(CC1=CC=CC=C1)CC1=CC=CC=C1)=S)CC1=CC=CC=C1 1,6-bis(dibenzylthiocarbamoyldithio)hexane